FC(C(=O)O)(F)F.C(=O)(O)CN([C@@H](CCCCN)C(=O)O)CC(=O)O Nα,Nα-bis(carboxymethyl)-L-lysine trifluoroacetate salt